N1(CCCC1)CC1=C(C=NC=C1)C=1C=C2C(=NNC2=CC1)C(=O)NCC1CCOCC1 5-(4-(Pyrrolidin-1-ylmethyl)-pyridin-3-yl)-N-((tetrahydro-2H-pyran-4-yl)methyl)-1H-indazole-3-carboxamide